ClC1=C(C=C(OCC(=O)N[C@@H]2CN[C@H](CC2)C=2OC3=C(N2)C=CC(=C3)OC(F)(F)F)C=C1)F 2-(4-chloro-3-fluoro-phenoxy)-N-[(3S,6R)-6-[6-(trifluoro-methoxy)-1,3-benzoxazol-2-yl]piperidin-3-yl]acetamide